Dimelamine pyrophosphate salt OP(O)(=O)OP(=O)(O)O.N1=C(N)N=C(N)N=C1N.N1=C(N)N=C(N)N=C1N